9-(4-bromophenyl)-3,6-di-tert-butylcarbazole BrC1=CC=C(C=C1)N1C2=CC=C(C=C2C=2C=C(C=CC12)C(C)(C)C)C(C)(C)C